C(#N)CCNC(=O)C=1C(=C2C(=NC1)SC(=N2)C2=CC=CC=C2)N[C@@H](CO)C (R)-N-(2-cyanoethyl)-7-((1-hydroxy-prop-2-yl)amino)-2-phenylthiazolo[5,4-b]pyridine-6-carboxamide